β-Methoxy-N,N-dimethylpropionamide COCCC(=O)N(C)C